(3-hydroxypropyl)tellurium oxide OCCC[Te]=O